FC(CC(C(=O)N)C1=CC=C(C=C1)F)F 4,4-difluoro-2-(4-fluorophenyl)butanamide